2-(2'-hydroxy-3'-tertiary butyl-5'-methylphenyl)-5-aminobenzotriazole OC1=C(C=C(C=C1C(C)(C)C)C)N1N=C2C(=N1)C=CC(=C2)N